ClC1=CC=C(C=C1)C1=C(CCC(C1)(C)C)CN1CC(N(CC1)C(=O)C=1C=C2CN(C(C2=C(C1)F)=O)C1C(NC(CC1)=O)=O)CF 3-(5-(4-((4'-chloro-5,5-dimethyl-3,4,5,6-tetrahydro-[1,1'-biphenyl]-2-yl)methyl)-2-(fluoromethyl)piperazine-1-carbonyl)-7-fluoro-1-oxoisoindolin-2-yl)piperidine-2,6-dione